FC1=C(OP(=O)(OC2=CC=CC=C2)N[C@@H](C)C(=O)OCCC)C(=C(C(=C1F)F)F)F propyl ((perfluorophenoxy)(phenoxy)phosphoryl)-L-alaninate